NCC1(OCCC1O)C1=NC(=C(C(=C1)C(C)(C)O)F)C1=CC=C(C=C1)F 2-(Aminomethyl)-2-(5-fluoro-6-(4-fluorophenyl)-4-(2-hydroxypropan-2-yl)pyridin-2-yl)tetrahydrofuran-3-ol